C[C@@H]1NC(NN=C1C1=CC(=C(C=C1)OCC1=NNC=C1)C(F)(F)F)=O (5S)-5-methyl-6-[4-(1H-pyrazol-3-ylmethoxy)-3-(trifluoromethyl)phenyl]-4,5-dihydro-1,2,4-triazin-3(2H)-one